6-bromo-1-(4-(piperidin-1-yl)phenyl)-1H-benzo[d]imidazole BrC=1C=CC2=C(N(C=N2)C2=CC=C(C=C2)N2CCCCC2)C1